(4-FORMYL-3-METHOXYPHENYL)ACETIC ACID C(=O)C1=C(C=C(C=C1)CC(=O)O)OC